CC1=C(C=C(C=C1)[N+](=O)[O-])C1=NN2C(C=N1)=CC=C2 2-(2-methyl-5-nitrophenyl)pyrrolo[2,1-f][1,2,4]triazine